1,4-di(3,5-dicarboxyphenoxy)benzene C(=O)(O)C=1C=C(OC2=CC=C(C=C2)OC2=CC(=CC(=C2)C(=O)O)C(=O)O)C=C(C1)C(=O)O